N-(5-((4-(1-methyl-1H-indol-3-yl)pyrimidin-2-yl)amino)-2-(4-methylpiperazin-1-yl)-4-(trifluoromethoxy)phenyl)propenamide CN1C=C(C2=CC=CC=C12)C1=NC(=NC=C1)NC=1C(=CC(=C(C1)NC(C=C)=O)N1CCN(CC1)C)OC(F)(F)F